(R)-1-(1-phenylethyl)-1H-imidazole-5-carboxylic acid C1(=CC=CC=C1)[C@@H](C)N1C=NC=C1C(=O)O